4-[5-(aminomethyl)-[1,2,4]triazolo[4,3-a]pyridin-8-yl]-3-(2-methyl-5-pyridin-2-ylpyrazol-3-yl)oxybenzonitrile NCC1=CC=C(C=2N1C=NN2)C2=C(C=C(C#N)C=C2)OC=2N(N=C(C2)C2=NC=CC=C2)C